2-(2-hydroxy-4-butyloxyphenyl)-2H-benzotriazole OC1=C(C=CC(=C1)OCCCC)N1N=C2C(=N1)C=CC=C2